ClC=1C=C2C(=NC=NC2=C(C1)C(F)(F)F)N[C@@H](C)C1=NC=NN1C1=CC(=NC=N1)C(=O)N1CCOCC1 [6-[5-[(1S)-1-[[6-chloro-8-(trifluoromethyl)quinazolin-4-yl]amino]ethyl]-1,2,4-triazol-1-yl]pyrimidin-4-yl]-morpholino-methanone